N-hydroxyethyl-1,3-oxazolidin-2-one OCCN1C(OCC1)=O